tripropylammonium tetra(p-Tolyl)borate 2-methoxyethyl-8-((4-((2-chloro-4-fluorobenzyl)oxy)phenyl)sulfonyl)-1-(hydroxycarbamoyl)-3,8-diazabicyclo[3.2.1]octane-3-carboxylate COCCOC(=O)N1CC2(CCC(C1)N2S(=O)(=O)C2=CC=C(C=C2)OCC2=C(C=C(C=C2)F)Cl)C(NO)=O.C2(=CC=C(C=C2)[B-](C2=CC=C(C=C2)C)(C2=CC=C(C=C2)C)C2=CC=C(C=C2)C)C.C(CC)[NH+](CCC)CCC